COC(=O)[C@@H]1C=CC2=CC(CC(N12)=O)=O (3S,8aR)-5,7-dioxo-indolizine-3-carboxylic acid methyl ester